C(=C)SCCCC 1-(vinylthio)butane